4-(4-(3-(methylamino)piperidin-1-yl)-7-(p-tolyl)pyrrolo[1,2-b]pyridazin-6-yl)benzonitrile hydrochloride Cl.CNC1CN(CCC1)C=1C=2N(N=CC1)C(=C(C2)C2=CC=C(C#N)C=C2)C2=CC=C(C=C2)C